C(C)(=O)C=1C=C(CN2C=C(C=C(C2=O)C(NC)=O)C(=O)O)C=CC1 1-(3-acetyl-benzyl)-5-(methylcarbamoyl)-6-oxo-1,6-dihydropyridine-3-carboxylic acid